CC(C#N)=CCCC1=CC=CC=C1 methyl-5-phenyl-2-pentenonitrile